ClC=1C2=CN(N=C2C(=C(C1)C1=CC=C(C=C1)C1CN(C1)C(=O)OC(C)(C)C)Cl)[C@@H](C(=O)OCC)C1=C2N(C=N1)C[C@@H](C2)F |&1:28| rac-tert-Butyl 3-(4-(4,7-dichloro-2-(2-ethoxy-1-((R)-6-fluoro-6,7-dihydro-5H-pyrrolo[1,2-c]imidazol-1-yl)-2-oxoethyl)-2H-indazol-6-yl)phenyl)azetidine-1-carboxylate